COC1=CC=C(C=C1)P(C1=CC=C(C=C1)OC)(C1=CC=C(C=C1)OC)=S tris(p-methoxyphenyl)phosphine sulfide